3,4-dihydronaphthalene-2-carboxylic acid methyl ester COC(=O)C1=CC2=CC=CC=C2CC1